tert-Butyl 1-cyano-5-(cyclopropylsulfonyl)isoindoline-2-carboxylate C(#N)C1N(CC2=CC(=CC=C12)S(=O)(=O)C1CC1)C(=O)OC(C)(C)C